N-(4-chlorobenzo[d]isoxazol-3-yl)-5-fluoro-2-methoxybenzenesulfonamide ClC1=CC=CC2=C1C(=NO2)NS(=O)(=O)C2=C(C=CC(=C2)F)OC